(2R,4R)-1-(3-chloro-2-fluorobenzyl)-4-((3,5-dimethyl-6-((5-methyl-1H-pyrazol-3-yl)amino)-4-propionylpyridin-2-yl)methyl)-2-methylpiperidine-4-carboxylic acid ClC=1C(=C(CN2[C@@H](C[C@@](CC2)(C(=O)O)CC2=NC(=C(C(=C2C)C(CC)=O)C)NC2=NNC(=C2)C)C)C=CC1)F